tetrahydro-4H-cyclopenta[d][1,3]Dioxol-4-ol O1COC2C1CCC2O